3-(2-Hydroxypropan-2-yl)cyclobutyl(8-amino-7-fluoro-6-(8-methyl-2,3-dihydro-1H-pyrido[2,3-b][1,4]oxazin-7-yl)isoquinolin-3-yl)carbamate OC(C)(C)C1CC(C1)N(C([O-])=O)C=1N=CC2=C(C(=C(C=C2C1)C1=C(C2=C(OCCN2)N=C1)C)F)N